O=C1NC(CCC1N1C(C2=CC=C(C=C2C1=O)CN1CCC(CC1)C=1SC=CC1C)=O)=O 2-(2,6-dioxopiperidin-3-yl)-5-((4-(3-methylthien-2-yl)piperidin-1-yl)methyl)isoindoline-1,3-dione